1-(3-dimethylaminopropyl)-3-methyl-carbodiimide hydrochloride Cl.CN(CCCN=C=NC)C